N-((3R,4S)-3-(4-oxa-7-azaspiro[2.5]octan-7-yl)chroman-4-yl)-2-(trifluoromethyl)-1H-pyrrolo[3,2-c]pyridin-4-amine C1CC12OCCN(C2)[C@H]2COC1=CC=CC=C1[C@@H]2NC2=NC=CC1=C2C=C(N1)C(F)(F)F